bis(4-hydroxyphenyl) chlorophosphate P(=O)(OC1=CC=C(C=C1)O)(OC1=CC=C(C=C1)O)Cl